(9H-fluoren-9-yl)methyl((S)-1-(((S)-1-((4-((tert-butyldimethyl silyl) oxy)phenyl)amino)-1-oxo-5-ureidopentan-2-yl)amino)-3-methyl-1-oxobutan-2-yl)carbamate C1=CC=CC=2C3=CC=CC=C3C(C12)OC(N([C@H](C(=O)N[C@H](C(=O)NC1=CC=C(C=C1)O[Si](C)(C)C(C)(C)C)CCCNC(=O)N)C(C)C)C)=O